4-(4-cyano-2-methoxyphenyl)-N-(4-methoxybenzyl)-2,8-dimethyl-5-oxo-1,4,5,6-tetrahydro-1,6-naphthyridine-3-carboxamide C(#N)C1=CC(=C(C=C1)C1C(=C(NC=2C(=CNC(C12)=O)C)C)C(=O)NCC1=CC=C(C=C1)OC)OC